CN1N=C(C=C1C1=C2C(=NC=C1)N(C=C2)C)NC(=O)NC2=CC(=C(C=C2)CN2CCN(CC2)C)C(F)(F)F 1-(1-methyl-5-(1-methyl-1H-pyrrolo[2,3-b]pyridin-4-yl)-1H-pyrazol-3-yl)-3-(4-((4-methylpiperazin-1-yl)methyl)-3-(trifluoromethyl)phenyl)urea